(2S,4R)-4-hydroxy-2-((2-(((1R,4S)-4-(methoxycarbonyl)cyclohexyl)oxy)-4-(4-methylthiazol-5-yl)benzyl)carbamoyl)pyrrolidine-1-carboxylic acid tert-butyl ester C(C)(C)(C)OC(=O)N1[C@@H](C[C@H](C1)O)C(NCC1=C(C=C(C=C1)C1=C(N=CS1)C)OC1CCC(CC1)C(=O)OC)=O